FC1=C(C(=CC=C1)F)C=1C(=C(N=NC1)C(=O)N)NC1=CC=C(C=C1)C(C(=O)NS(=O)(=O)C)(C)C (2,6-difluorophenyl)-4-((4-(2-methyl-1-(methylsulfonylamino)-1-oxopropan-2-yl)phenyl)amino)pyridazine-3-carboxamide